(S)-8-(3,5-bis(trifluoromethyl)phenyl)-2-(2-(2-methoxy-4-(trifluoromethoxy)phenoxy)acetyl)-1,3,4,12a-tetrahydrobenzo[e]pyrazino[1,2-a][1,4]diazepine-6,12(2H,11H)-dione FC(C=1C=C(C=C(C1)C(F)(F)F)C1=CC2=C(NC([C@H]3N(C2=O)CCN(C3)C(COC3=C(C=C(C=C3)OC(F)(F)F)OC)=O)=O)C=C1)(F)F